2-(1-((2,4-dimethoxybenzyl)amino)-6,7-dihydro-5H-cyclopenta[c]pyridin-5-yl)isoindoline-1,3-dione COC1=C(CNC2=NC=CC3=C2CCC3N3C(C2=CC=CC=C2C3=O)=O)C=CC(=C1)OC